((2,2-difluoroethyl)amino)-4-(o-tolyl)-6-(trifluoromethyl)-3H-pyrido[1,2-c]pyrimidine-3-one FC(CNC1=NC(C(=C2N1C=CC(=C2)C(F)(F)F)C2=C(C=CC=C2)C)=O)F